tert-butyl (S)-((4-((1-benzyl-3-methylpyrrolidin-3-yl)amino)-3-chlorophenyl)sulfonyl)(thiazol-4-yl)carbamate C(C1=CC=CC=C1)N1C[C@@](CC1)(C)NC1=C(C=C(C=C1)S(=O)(=O)N(C(OC(C)(C)C)=O)C=1N=CSC1)Cl